C(C1=CC=CC=C1)(=O)NC1=C2N=CN(C2=NC=N1)[C@@H]1O[C@](CN(C1)C(C)C)(CO)COC(C1=CC=CC=C1)=O benzoic acid [(2R,6R)-6-(6-benzamidopurin-9-yl)-2-(hydroxymethyl)-4-isopropyl-morpholin-2-yl]-methyl ester